O=C1SC2=C(N1)C=CC(=C2)C=2CCN(CC2)C(=O)OC(C)(C)C Tert-butyl 4-(2-oxo-2,3-dihydrobenzo[d]thiazol-6-yl)-3,6-dihydropyridine-1(2H)-carboxylate